C(C)(C)(C)C(CCCCNC(OC)=O)OC1OCCCC1 Methyl (tert-butyl 5-((tetrahydro-2H-pyran-2-yl)oxy)pentyl)carbamate